((R)-4-(3-amino-1,7-naphthyridin-5-yl)morpholin-2-yl)((S)-6,8-dichloro-1-methyl-3,4-dihydroisoquinolin-2(1H)-yl)methanone NC=1C=NC2=CN=CC(=C2C1)N1C[C@@H](OCC1)C(=O)N1[C@H](C2=C(C=C(C=C2CC1)Cl)Cl)C